tert-Butyl 4-(3-(trifluoromethyl)phenyl)piperazine-1-carboxylate FC(C=1C=C(C=CC1)N1CCN(CC1)C(=O)OC(C)(C)C)(F)F